4-(5,5-dimethyl-1,3,2-dioxaborinan-2-yl)-6-fluoro-1-((trifluoromethyl)sulfonyl)-5-((triisopropylsilyl)ethynyl)-1H-benzo[f]indazole CC1(COB(OC1)C1=C2C=NN(C2=CC2=C1C(=C(C=C2)F)C#C[Si](C(C)C)(C(C)C)C(C)C)S(=O)(=O)C(F)(F)F)C